FC1=CC(=C(C(=O)O)C=C1F)N 4,5-difluoro-2-aminobenzoic acid